C1(C=CC(C1)=O)=O 2-cyclopentene-1,4-dione